C(C1CO1)OC(COC1=CC=C(C=C1)C(C(F)(F)F)(C(F)(F)F)C1=CC=C(C=C1)OCC(C)OCC1CO1)C bis[4-(2-glycidoxypropyloxy)phenyl]hexafluoropropane